ClC1=C(C=C(C=C1)C#N)C=1NC2=CC(=C(C(=C2C(C1)=O)F)C=1C=C(C(=C(C(=O)N(C)C)C1)F)F)F 5-(2-(2-chloro-5-cyanophenyl)-5,7-difluoro-4-oxo-1,4-dihydroquinolin-6-yl)-2,3-difluoro-N,N-dimethylbenzamide